C(C)(C)(C)OC(N[C@H](C(=O)NC1=CC=C(C=C1)C1=C(C=NC=C1)C#N)C(C1=CC=CC=C1)C1=CC=CC=C1)=O (S)-(1-((4-(3-cyanopyridin-4-yl)phenyl)amino)-1-oxo-3,3-diphenylPropan-2-yl)carbamic acid tert-butyl ester